methyl (5S)-3-((6-aminopyridazin-4-yl)methyl)-2-oxo-5-(trifluoromethyl)pyrrolidine-3-carboxylate NC1=CC(=CN=N1)CC1(C(N[C@@H](C1)C(F)(F)F)=O)C(=O)OC